tert-butyl 2-(((3-(4-fluorophenyl)-7-methoxy-[1,2,4]triazolo[4,3-b]pyridazin-6-yl)oxy)methyl)-7,8-dihydro-1,6-naphthyridine-6(5H)-carboxylate FC1=CC=C(C=C1)C1=NN=C2N1N=C(C(=C2)OC)OCC2=NC=1CCN(CC1C=C2)C(=O)OC(C)(C)C